N,N'-dilauryl-thiourea C(CCCCCCCCCCC)NC(=S)NCCCCCCCCCCCC